1-(3,5,5,6,8,8-hexamethyl-5,6,7,8-tetrahydro-2-naphthyl)ethanone CC=1C(=CC=2C(CC(C(C2C1)(C)C)C)(C)C)C(C)=O